BrC1=CC=C(C=C1)C1N(C(CC1)CO[Si](C(C)C)(C(C)C)C(C)C)C(=O)[O-] 2-(4-bromophenyl)-5-(((triisopropylsilyl)oxy)methyl)pyrrolidine-1-carboxylate